(1-fluorocyclopropyl)(5H-imidazo[5,1-a]isoindol-5-yl)methanol FC1(CC1)C(O)C1N2C(C3=CC=CC=C13)=CN=C2